ClC=1C=C(C=C(C1F)Cl)C1(CCC1)O 1-(3,5-dichloro-4-fluorophenyl)cyclobutan-1-ol